BrC=1C(=C2C(=NC1)N=C(N2)C2=C(N(C(=C2)C)C=2C=C(C=CC2C)C(=O)N2CCOCC2)C)N[C@@H]2CN(CC2)S(=O)(=O)CC (3-(3-(6-Bromo-7-(((S)-1-(ethylsulfonyl)pyrrolidin-3-yl)amino)-1H-imidazo[4,5-b]pyridin-2-yl)-2,5-dimethyl-1H-pyrrol-1-yl)-4-methylphenyl)(morpholino)methanon